C1(=CC=CC=C1)P(=O)(C1=CC=CC=C1)ONC(OC(C)(C)C)=O tert-butyl N-diphenylphosphoryloxycarbamate